C(C)(C)(C)OC(=O)N[C@@H](CC1=NC=CC=C1)C(=O)O N-(tert-butoxycarbonyl)-3-pyridin-2-yl-L-alanine